9-(3-(diethylamino)propyl)-3-fluoro-1-methyl-9H-pyrido[3,4-b]indol-7-ol C(C)N(CCCN1C2=C(C3=CC=C(C=C13)O)C=C(N=C2C)F)CC